ClC1=C2C(=NC=C1)NCC2(CC)C=2C=C(C=CC2)N2C(CN(CC2)CCCCNC=2C=C1C(N(C(C1=CC2)=O)C2C(NC(CC2)=O)=O)=O)=O 5-({4-[4-(3-{4-chloro-3-ethyl-1H-pyrrolo[2,3-b]pyridin-3-yl}phenyl)-3-oxopiperazin-1-yl]butyl}amino)-2-(2,6-dioxopiperidin-3-yl)isoindole-1,3-dione